2-((4-(2-(4-chlorophenoxy)acetyl)piperazin-1-yl)methyl)-3-(2-isopropoxy-5-(2-(4-(pyridin-2-yl)piperazin-1-yl)acetyl)phenyl)quinazolin-4(3H)-one ClC1=CC=C(OCC(=O)N2CCN(CC2)CC2=NC3=CC=CC=C3C(N2C2=C(C=CC(=C2)C(CN2CCN(CC2)C2=NC=CC=C2)=O)OC(C)C)=O)C=C1